5-chloro-N-(2-fluoro-4-(4,4,5,5-tetramethyl-1,3,2-dioxaborolan-2-yl)benzyl)benzo[d]isoxazol-3-amine ClC=1C=CC2=C(C(=NO2)NCC2=C(C=C(C=C2)B2OC(C(O2)(C)C)(C)C)F)C1